FC=1C=C(C=C(C1)N1CCN(CC1)C)O 3-fluoro-5-(4-methylpiperazin-1-yl)phenol